CN(C(=O)NCC(=O)N1[C@@H](C[C@H](C1)F)C(=O)N[C@@H](C1=CC=CC=C1)C1=NC(=C(C=C1)C(C)C)F)C (2S,4R)-1-{2-[(dimethylcarbamoyl)amino]acetyl}-4-fluoro-N-[(S)-[6-fluoro-5-(propan-2-yl)pyridin-2-yl](phenyl)methyl]pyrrolidine-2-carboxamide